6-[4-(difluoromethoxy)phenyl]-2-(3-fluorophenyl)-N-(cis-2-hydroxycyclohexyl)-3-oxo-2,3-dihydropyridazine-4-carboxamide FC(OC1=CC=C(C=C1)C=1C=C(C(N(N1)C1=CC(=CC=C1)F)=O)C(=O)N[C@H]1[C@H](CCCC1)O)F